ClC=1C=C2C=CN(C2=CC1)C1=CC=C(C=C1)[C@H](CO)O 5-chloro-N-{4-[(1R)-1,2-dihydroxyethyl]phenyl}-1H-indole